CN(C(=O)N1CCN2C=CC3=CC=CC(=C23)C1)CC1CCN(CC1)C N-methyl-N-((1-methylpiperidin-4-yl)methyl)-3,4-dihydro-[1,4]diazepino[6,7,1-hi]indole-2(1H)-carboxamide